OC=1C=C2C(C=C(OC2=CC1O)CCC1=CC=CC=C1)=O 6,7-dihydroxy-2-(2-phenylethyl)chromone